COCC1=NC=CC(=C1)C(=O)N1CC2=C(C=C(C=C2CC1)C=1C=C2C(=NC1)NC=C2C)[C@H]2NCCC2 (S)-[2-(methoxymethyl)-4-pyridinyl]-[6-(3-methyl-1H-pyrrolo[2,3-b]pyridin-5-yl)-8-[pyrrolidin-2-yl]-3,4-dihydroisoquinolin-2(1H)-yl]methanone